C(CC)[Ge](Cl)(Cl)Cl n-propyl-germanium trichloride